5-methyl-4-(6-methylpyridin-2-yl)thiazol-2-amine CC1=C(N=C(S1)N)C1=NC(=CC=C1)C